4-(3-aminoprop-1-yn-1-yl)-2-(2,6-dioxopiperidin-3-yl)isoindoline-1,3-dione NCC#CC1=C2C(N(C(C2=CC=C1)=O)C1C(NC(CC1)=O)=O)=O